((1s,3s)-3-(4-(2-(4-((4-(2-oxa-6-azaspiro[3.3]heptane-6-yl)pyrimidin-2-yl)oxy)phenyl)propan-2-yl)phenoxy)cyclobutyl)tert-butyl carbamate C(N)(OC(CC1CC(C1)OC1=CC=C(C=C1)C(C)(C)C1=CC=C(C=C1)OC1=NC=CC(=N1)N1CC2(COC2)C1)(C)C)=O